N-((5-cyclopropyl-1H-indazol-4-yl)methyl)-5-(trifluoromethyl)thiophene-2-carboxamide C1(CC1)C=1C(=C2C=NNC2=CC1)CNC(=O)C=1SC(=CC1)C(F)(F)F